6-[[(5S)-5-fluoro-1-methyl-3-piperidyl]amino]-3-[2-hydroxy-4-(trifluoromethyl)phenyl]-4-methyl-1,2,4-triazin-5-one F[C@H]1CC(CN(C1)C)NC=1C(N(C(=NN1)C1=C(C=C(C=C1)C(F)(F)F)O)C)=O